BrCC1=CC(=CC=C1)CBr α,α'-dibromo-meta-xylene